C(C1=CC=CC=C1)(=O)OC1=CC=C(C=C1)[N+](=O)[O-] 4-Nitrophenyl benzoate